1,4-pentadien C=CCC=C